4-cyclopropyl-N-[(1S)-1-(dicyclopropylmethyl)-2-[[5-(3,5-dimethyl-1H-pyrazol-4-yl)-6-fluoro-2-pyridyl]amino]-2-oxo-ethyl]-1,2,5-oxadiazole-3-carboxamide C1(CC1)C=1C(=NON1)C(=O)N[C@H](C(=O)NC1=NC(=C(C=C1)C=1C(=NNC1C)C)F)C(C1CC1)C1CC1